[Si](C1=CC=CC=C1)(C1=CC=CC=C1)(C(C)(C)C)OCCC1C(C1)C(=O)OCC ethyl 2-(2-((tert-butyldiphenylsilyl)oxy)ethyl)cyclopropane-1-carboxylate